(+/-)-N-[3-[4-(2-amino-6-methyl-pyrimidin-4-yl)-1,4-oxazepan-3-yl]-4-chloro-phenyl]oxetane-2-carboxamide NC1=NC(=CC(=N1)N1C(COCCC1)C=1C=C(C=CC1Cl)NC(=O)C1OCC1)C